C(C)(=O)N[C@@H]1[C@H](CC(C(O)=O)(O)O[C@H]1[C@H](O)[C@H](O)COC(C)=O)O 5-N-Acetyl-9-O-acetyl-neuraminic acid